ClC1=C(C=C(C=C1)C1=NC=NC2=CC(=CC=C12)N1CCOCC1)C(O)C1=NC=CN=C1C [2-Chloro-5-(7-morpholin-4-yl-quinazolin-4-yl)-phenyl]-(3-methyl-pyrazin-2-yl)-methanol